CC1=C(C=CC=C1)N1N=CC=C1C(C)(C)N 2-(1-(o-methylphenyl)-1H-pyrazol-5-yl)propane-2-amine